NC1=NC=2C=C(C=CC2C2=C1COC2)CN(C(=O)C=2C=NC=C(C2)C#N)C=2C(=NC=CC2)C(F)(F)F N-({4-amino-1H,3H-furo[3,4-c]quinolin-7-yl}methyl)-5-cyano-N-[2-(trifluoromethyl)pyridin-3-yl]pyridine-3-carboxamide